N=1N(N=C2C=NC=CC21)C2=C(C=C(C=N2)NC(=O)C=2C=NN(C2C(F)(F)F)C2=C1C=CC=NC1=CC=C2)Cl N-(6-(2H-[1,2,3]triazolo[4,5-c]pyridin-2-yl)-5-chloropyridin-3-yl)-1-(quinolin-5-yl)-5-(trifluoromethyl)-1H-pyrazole-4-carboxamide